N-(5-hydroxypyridin-2-yl)-4-(4-(trifluoromethyl)-phenyl)-1,4-diazepane-1-carboxamide OC=1C=CC(=NC1)NC(=O)N1CCN(CCC1)C1=CC=C(C=C1)C(F)(F)F